creatine-monohydrate O.O=C(O)CN(C)C(N)=N